ClC1=CC(=NC=C1)C1=CN(C2=C1N=CN=C2N2[C@H](CN(CC2)C(=O)OC(C)(C)C)C)C2=NC=C(C=C2)[N+](=O)[O-] tert-butyl (S)-4-(7-(4-chloropyridin-2-yl)-5-(5-nitropyridin-2-yl)-5H-pyrrolo[3,2-d]pyrimidin-4-yl)-3-methylpiperazine-1-carboxylate